2-(6-{[(1R,3s,5S)-1,5-dimethyl-8-azabicyclo[3.2.1]octan-3-yl]oxy}pyridazin-3-yl)-5-(2H-1,2,3-triazol-2-yl)pyridin-3-ol dihydrochloride Cl.Cl.C[C@]12CC(C[C@](CC1)(N2)C)OC2=CC=C(N=N2)C2=NC=C(C=C2O)N2N=CC=N2